C1(CC1)C=1N=NN(C1)[C@H](C(=O)N1[C@@H](C[C@H](C1)O)C(=O)NC1CCC(CC1)(C1=CC=CC=C1)C)C(C)(C)C (2S,4R)-1-[(2S)-2-(4-cyclopropyltriazol-1-yl)-3,3-dimethyl-butanoyl]-4-hydroxy-N-(4-methyl-4-phenyl-cyclohexyl)pyrrolidine-2-carboxamide